6,8-Dichloro-5-(piperazin-1-yl)-2,3-dihydro-1,4-benzodioxine ClC1=C(C2=C(OCCO2)C(=C1)Cl)N1CCNCC1